NC1=C(C(=NN1C1CC(C1)(C)O)C1=CC=C2C=CC(=NC2=C1)C1=C(C=CC=C1)F)C#N 5-amino-3-(2-(2-fluorophenyl)quinolin-7-yl)-1-((1r,3r)-3-hydroxy-3-methylcyclobutyl)-1H-pyrazole-4-carbonitrile